(S)-2-((5-((difluoromethoxy)methyl)-4-iodopyrimidin-2-yl)oxy)-1-fluoro-9-methyl-5,6,8,9,10,11-hexahydro-7H-pyrido[3',4':4,5]pyrrolo[2,3-f]isoquinolin-7-one FC(OCC=1C(=NC(=NC1)OC=1N=CC=2CCC3=C(C2C1F)NC1=C3C(N[C@H](C1)C)=O)I)F